(S)-N-hydroxy-7-(spiro[3.4]octan-6-yl)-5,6,7,8-tetrahydro-1,7-naphthyridine-3-carboxamide ONC(=O)C=1C=NC=2CN(CCC2C1)[C@@H]1CC2(CCC2)CC1